2-[4-trifluoromethylphenyl]-3-phenylmethoxy-4H-1-benzopyran-4-one FC(C1=CC=C(C=C1)C=1OC2=C(C(C1OCC1=CC=CC=C1)=O)C=CC=C2)(F)F